FC=1C=C(C=CC1)N(C1=CC=C(C(=O)O)C=C1)C 4-((3-fluorophenyl)(methyl)amino)benzoic acid